1,3-dioxoisoindol-2-yl 3-hydroxy-2,3-dimethylbutanoate OC(C(C(=O)ON1C(C2=CC=CC=C2C1=O)=O)C)(C)C